CSCC1=NC=CN=C1 2-(methylthiomethyl)pyrazine